FC1=C(C=CC(=C1)I)NC=1N(C(C(=CC1C(=O)N)C)=O)C 2-((2-fluoro-4-iodophenyl)amino)-1,5-dimethyl-6-oxo-1,6-dihydropyridine-3-carboxamide